C(C)N1CC(CC1=O)C(=O)NC(C)C1=CC=C(C=C1)NC1=CC=C(C=C1)N1CCC(CC1)C(F)(F)F 1-Ethyl-5-oxo-N-(1-(4-((4-(4-(trifluoromethyl)piperidin-1-yl)phenyl)amino)phenyl)ethyl)pyrrolidine-3-carboxamide